(R)-2-(3-methylpyridin-2-yl)-5-(4-(4-(trifluoromethyl)pyrazolo[1,5-a]pyridin-2-yl)-1,4,6,7-tetrahydro-5H-imidazo[4,5-c]pyridin-5-yl)-1,3,4-oxadiazole CC=1C(=NC=CC1)C=1OC(=NN1)N1[C@H](C2=C(CC1)NC=N2)C2=NN1C(C(=CC=C1)C(F)(F)F)=C2